C(C)(=O)NC1=NC=CC(=C1)C1=C(N=C(N1)SC)C1=CC(=CS1)NC(CC1=CC=CC=C1)=O N-(5-(5-(2-acetamidopyridin-4-yl)-2-(methylthio)-1H-imidazol-4-yl)thiophen-3-yl)-2-phenylacetamide